OC[C@@H]1[C@@H]([C@@H](C2=C(NC(=N2)C(F)(F)F)O1)O)O (5R,6R,7R)-5-(hydroxymethyl)-2-(trifluoromethyl)-3,5,6,7-tetrahydropyrano[2,3-d]imidazole-6,7-diol